CC1(C(NCC1)=O)C=1OC(=NN1)C=1C(=NC=CC1)NC1=CC=C(C=C1)S(F)(F)(F)(F)F 3-methyl-3-[5-[2-[4-(pentafluoro-λ6-sulfanyl)anilino]-3-pyridyl]-1,3,4-oxadiazol-2-yl]pyrrolidin-2-one